C(CC(O)(C(=O)[O-])CC(=O)[O-])(=O)[O-].[Na+].[Na+].[Na+] Sodium citrate salt